N=1NC=C2C1NC1=CC=C(C=C21)C(=O)N 2H,8H-pyrazolo[3,4-b]indole-5-carboxamide